2-[[5-[2-[[(E)-3-[4-(trifluoromethyl)phenyl]prop-2-enoyl]amino]acetyl]-6,7-dihydro-4H-[1,3]thiazolo[5,4-c]pyridin-2-yl]sulfanyl]acetic acid FC(C1=CC=C(C=C1)/C=C/C(=O)NCC(=O)N1CC2=C(CC1)N=C(S2)SCC(=O)O)(F)F